((2R,5S)-4-benzyl-5-(4-fluorophenyl)-2-methylpiperazin-1-yl)(1-methylcyclopropyl)methanone C(C1=CC=CC=C1)N1C[C@H](N(C[C@@H]1C1=CC=C(C=C1)F)C(=O)C1(CC1)C)C